CN1C(C(CCC1=O)N1C(C2=CC=CC(=C2C1)SCC1=CC=C(C=C1)CN1CCCCC1)=O)=O 1-methyl-3-(1-oxo-4-((4-(piperidin-1-ylmethyl)benzyl)thio)isoindolin-2-yl)piperidine-2,6-dione